(2,4-di-t-butylphenyl)-1,1-biphenyl-4,4'-diyl bisphosphonate P(OC1=CC(=C(C=C1)C1=CC=C(C=C1)OP([O-])=O)C1=C(C=C(C=C1)C(C)(C)C)C(C)(C)C)([O-])=O